NC1=C(C(N(N=C1)CC1=NC(=NO1)C(C(O)C1=CC=C(C=C1)Cl)F)=O)C 5-amino-2-({3-[2-(4-chlorophenyl)-1-fluoro-2-hydroxyethyl]-1,2,4-oxadiazol-5-yl}methyl)-4-methylpyridazin-3-one